O=C1NC(CC[C@@H]1NC(=O)C1CCNC2=CC=CC=C12)=O (-)-N-((S)-2,6-dioxopiperidin-3-yl)-1,2,3,4-tetrahydroquinoline-4-carboxamide